1,2-Benzisoxazole-3-ethanamine O1N=C(C2=C1C=CC=C2)CCN